Ferric 1,3,5-benzenetricarboxylate C1(=CC(=CC(=C1)C(=O)[O-])C(=O)[O-])C(=O)[O-].[Fe+3]